5-({trans-3-[(5S)-5-(3,5-difluorophenyl)-3-oxo-6,7-dihydro-3H-pyrrolo[2,1-c][1,2,4]triazol-2(5H)-yl]cyclobutyl}oxy)pyridine-2-carbonitrile FC=1C=C(C=C(C1)F)[C@@H]1CCC2=NN(C(N21)=O)[C@@H]2C[C@H](C2)OC=2C=CC(=NC2)C#N